(S)-2-((5-(1-methyl-1H-pyrazol-4-yl)-1H-[1,2,3]triazolo[4,5-b]pyrazine-1-yl)methyl)-4-(5-(3-((4-methylpiperazin-1-yl)methyl)azetidin-1-yl)pyrimidin-2-yl)morpholine CN1N=CC(=C1)C=1N=C2C(=NC1)N(N=N2)C[C@@H]2CN(CCO2)C2=NC=C(C=N2)N2CC(C2)CN2CCN(CC2)C